2-(4-(tetrahydro-2H-pyran-4-carboxamido)piperidin-1-yl)thiazole O1CCC(CC1)C(=O)NC1CCN(CC1)C=1SC=CN1